2,2-diamino-4,4-dithiazole NC1(N=CSC1)N